COC1CCC=2/C(/OC(C2C1)=O)=C/[Si](C(C)C)(C(C)C)C(C)C (Z)-6-methoxy-3-((triisopropylsilyl)methylene)-4,5,6,7-tetrahydroisobenzofuran-1(3H)-one